N1N=NC2=NC=CC=C21 triazolo-[4,5-b]pyridin